[Na].[Na].[Na].N1C(NC(NC1=S)=S)=S 1,3,5-triazine-2,4,6-trithione trisodium salt